N1CCCC2=C(C=CC=C12)CC(C#C)O 1,2,3,4-tetrahydroquinolin-5-yl-but-3-yn-2-ol